S1C(=NC2=C1C=CC=C2)C2=C(SC1=C2CN(CC1)C(=O)OC(C)(C)C)NC(=O)C1CC(C1)=O tert-butyl 3-(benzo[d]thiazol-2-yl)-2-(3-oxocyclobutane-1-carboxamido)-6,7-dihydrothieno[3,2-c]pyridine-5(4H)-carboxylate